[Na].FCCN1CCN(CC1)C1=CC(=C(C=C1)[N+](=O)[O-])C 1-(2-fluoroethyl)-4-(3-methyl-4-nitrophenyl)piperazine sodium